(4-(aminomethyl)benzyl)-6-chloro-1,3-dihydro-2H-benzo[d]imidazol-2-one NCC1=CC=C(CN2C(NC3=C2C=C(C=C3)Cl)=O)C=C1